4-(2,4-difluorophenyl)-4-pentenoic acid methyl ester COC(CCC(=C)C1=C(C=C(C=C1)F)F)=O